NC=1C(=NC(=C(N1)N1N=CC=N1)C=1C=CC=2N(C1)C(=CN2)C)C(=O)NC[C@H]2OCCC2 (S)-3-amino-6-(3-methylimidazo[1,2-a]pyridin-6-yl)-N-((tetrahydrofuran-2-yl)methyl)-5-(2H-1,2,3-triazol-2-yl)pyrazine-2-carboxamide